C(C)(=O)N1CCC(CC1)NC1=NC=C(C(=N1)N1CC(CCC1)C=1C(NC=CC1)=O)F 3-[1-[2-[(1-acetyl-4-piperidyl)amino]-5-fluoro-pyrimidin-4-yl]-3-piperidyl]-1H-pyridin-2-one